NC=1N=NC(=CC1C1=NC=CC(=C1)C1CCN(CC1)C1CCC(CC1)C1=CC=CC2=C1OCCN2[C@@H]2C(NC(CC2)=O)=O)C2=C(C(=CC=C2)F)O (S)-3-(8-((1r,4S)-4-(4-(2-(3-amino-6-(3-fluoro-2-hydroxyphenyl)pyridazin-4-yl)pyridin-4-yl)piperidin-1-yl)cyclohexyl)-2,3-dihydro-4H-benzo[b][1,4]oxazin-4-yl)piperidine-2,6-dione